CSCSC 2,4-dithiopentane